C(O)NNC(=S)N methylolthiosemicarbazide